C(C)OP(=O)(OCC)C1(CCC=[N+]1[O-])C 5-(diethoxyphosphoryl)-5-methyl-1-pyrroline N-oxide